2,5-bis(4-hydroxy-3-fluorophenyl)-3-chloroselenophene OC1=C(C=C(C=C1)C=1[Se]C(=CC1Cl)C1=CC(=C(C=C1)O)F)F